4-ammoniopiperidinium [NH3+]C1CC[NH2+]CC1